CC1C=CCC=C1 3-methyl-1,4-cyclohexadiene